((S)-3-(4-chloro-2-methylphenoxy)-1-((R)-3-methoxy-2-(pyrazine-2-carboxamido)propanamido)propyl)boronic acid ClC1=CC(=C(OCC[C@@H](NC([C@@H](COC)NC(=O)C2=NC=CN=C2)=O)B(O)O)C=C1)C